2-(2,6-dichlorophenyl)-6-(4-ethyl-3-(hydroxymethyl)-5-oxo-4,5-dihydro-1H-1,2,4-triazol-1-yl)-4-(1-methylcyclopropyl)isoquinolin-1(2H)-one ClC1=C(C(=CC=C1)Cl)N1C(C2=CC=C(C=C2C(=C1)C1(CC1)C)N1N=C(N(C1=O)CC)CO)=O